8-((R)-1-((2-((S)-3-hydroxypiperidin-1-yl)phenyl)amino)ethyl)-3,6-dimethyl-2-morpholinoquinazolin-4(3H)-one O[C@@H]1CN(CCC1)C1=C(C=CC=C1)N[C@H](C)C=1C=C(C=C2C(N(C(=NC12)N1CCOCC1)C)=O)C